N-(5-amino-5-iminopentyl)-1-methyl-4-(1-methyl-4-nitro-1H-pyrrole-2-carboxamido)-1H-pyrrole-2-carboxamide NC(CCCCNC(=O)C=1N(C=C(C1)NC(=O)C=1N(C=C(C1)[N+](=O)[O-])C)C)=N